CN1CCN(CC1)C1=CC=C(C=C1)NC=1N=CC2=C(N1)N=C(C=C2C#C[Si](C(C)C)(C(C)C)C(C)C)NC(=O)NC2(CCCC2)C(F)(F)F 1-(2-((4-(4-methylpiperazin-1-yl)phenyl)amino)-5-((triisopropylsilyl)ethynyl)pyrido[2,3-d]pyrimidin-7-yl)-3-(1-(trifluoromethyl)cyclopentyl)urea